tert-butyl (2R,4S)-2-((3-(cyclopentyloxy)-2-(methoxycarbonyl)-5-methylphenoxy)methyl)-4-((2-oxo-1,2,3,4-tetrahydroquinolin-7-yl)oxy)pyrrolidine-1-carboxylate C1(CCCC1)OC=1C(=C(OC[C@@H]2N(C[C@H](C2)OC2=CC=C3CCC(NC3=C2)=O)C(=O)OC(C)(C)C)C=C(C1)C)C(=O)OC